phenylacetyl butyrate C(CCC)(=O)OC(CC1=CC=CC=C1)=O